Methyl (R)-4-(1-(4-methyl-4H-1,2,4-triazol-3-yl)propan-2-yl)picolinate CN1C(=NN=C1)C[C@@H](C)C1=CC(=NC=C1)C(=O)OC